(S)-1'-(6-((1H-pyrazolo[3,4-b]pyridin-3-yl)thio)-1,2,4-triazin-3-yl)-1,3-dihydrospiro[inden-2,4'-piperidin]-1-amine N1N=C(C=2C1=NC=CC2)SC2=CN=C(N=N2)N2CCC1(CC2)[C@@H](C2=CC=CC=C2C1)N